2-amino-4-(3-chloro-4-fluorophenyl)thiazole-5-carbonitrile NC=1SC(=C(N1)C1=CC(=C(C=C1)F)Cl)C#N